FC1=CC=C(C=C1)C1=C(C(N(C(=C1)C1=NC=CC=C1C)CCN1CCOCC1)=O)C#N 4-(4-fluorophenyl)-1,2-dihydro-6-(3-methylpyridin-2-yl)-1-(2-morpholinoethyl)-2-oxopyridine-3-carbonitrile